N[C@H]1CN(C[C@@H]1OCC1=CC(=CC=C1)CC)C(=O)OC(C)(C)C tert-butyl (3S,4S)-3-amino-4-((3-ethylbenzyl)oxy)pyrrolidine-1-carboxylate